4-(3,3-difluoro-4,4-dimethyl-pyrrolidin-1-yl)-2-(2,4-dimethoxypyrimidin-5-yl)-7-methyl-pyrazolo[1,5-a]pyrazine FC1(CN(CC1(C)C)C=1C=2N(C(=CN1)C)N=C(C2)C=2C(=NC(=NC2)OC)OC)F